C(#N)C=1C=C(C=C(C1)F)C=1OC(=CN1)C(=O)O 2-(3-cyano-5-fluoro-phenyl)oxazole-5-carboxylic acid